tetramethyl-N''-3-aminopropyldiethylenetriamine CN(CCN(CCN(C)C)C)CCCN